3-bromo-1-methyl-5-(tetrahydro-2H-pyran-4-yloxy)-1H-1,2,4-triazole BrC1=NN(C(=N1)OC1CCOCC1)C